(6R,12aR)-6-(benzo[d][1,3]dioxol-5-yl)-2-methyl-2,3,6,7,12,12a-hexahydropyrazino[1',2':1,6]pyrido[3,4-b]indole-1,4-dione O1COC2=C1C=CC(=C2)[C@H]2N1[C@H](CC3=C2NC=2C=CC=CC32)C(N(CC1=O)C)=O